N-Ethyl-N-methyl-β-alanine C(C)N(CCC(=O)O)C